6-Chloro-3-((1-(3,8-dimethyl-6-oxo-4,5-dihydro-3H,6H-2,2a,5a-triazaaceanthrylen-10-yl)ethyl)amino)picolinic acid ClC1=CC=C(C(=N1)C(=O)O)NC(C)C=1C=C(C=C2C(N3CCC(N4N=CC(C12)=C43)C)=O)C